tris(2,2-bis(glycidyloxymethyl)butyl)3,3',3''-(2,4,6-trioxo-1,3,5-triazine-1,3,5-triyl)tripropanoate C(C1CO1)OCC(COC(CCN1C(N(C(N(C1=O)CCC(=O)OCC(CC)(COCC1CO1)COCC1CO1)=O)CCC(=O)OCC(CC)(COCC1CO1)COCC1CO1)=O)=O)(CC)COCC1CO1